COC1=CC=C(C=C1)C(C(=O)OC)C(C)C methyl 2-(4-methoxyphenyl)-3-methylbutyrate